2'-(2-((5-(1-ethyl-1,6-diazaspiro[3.3]hept-6-yl)pyridin-2-yl)amino)-5-fluoropyrimidin-4-yl)-5'-methyl-5',6'-dihydro-4'H-spiro[cyclobutane-1,7'-thieno[3,2-c]pyridin]-4'-one C(C)N1CCC12CN(C2)C=2C=CC(=NC2)NC2=NC=C(C(=N2)C2=CC=1C(N(CC3(C1S2)CCC3)C)=O)F